cyanomethyl 1-[[4-[5-(trifluoromethyl)-1,2,4-oxadiazol-3-yl]phenyl]methyl]-1H-pyrazole-4-carboxylate FC(C1=NC(=NO1)C1=CC=C(C=C1)CN1N=CC(=C1)C(=O)OCC#N)(F)F